1-O-hexadecyl-2-O-(9Z-octadecenyl)-sn-glycerol C(CCCCCCCCCCCCCCC)OC[C@@H](OC=CCCCCCCCCCCCCCCCC)CO